Benzo[a]anthracene C1=CC=CC=2C1=C1C=C3C=CC=CC3=CC1=CC2